N-[(6-hydroxypyridin-2-yl)methyl]-2-methyl-5-{[2-(trifluoromethyl)pyridin-3-yl]methoxy}-1-benzothiophene-3-carboxamide OC1=CC=CC(=N1)CNC(=O)C1=C(SC2=C1C=C(C=C2)OCC=2C(=NC=CC2)C(F)(F)F)C